2-methoxy-N-(3-(8-(5-methyl-4,5,6,7-tetrahydro-3H-imidazo[4,5-c]pyridin-2-yl)-3-(2,2,2-trifluoroethyl)imidazo[1,2-a]pyridin-2-yl)prop-2-yn-1-yl)-4-(methylsulfonyl)aniline COC1=C(NCC#CC=2N=C3N(C=CC=C3C3=NC4=C(CN(CC4)C)N3)C2CC(F)(F)F)C=CC(=C1)S(=O)(=O)C